9-((2R,4S,5R)-4-((tert-butyldimethylsilyl)oxy)-5-(((tert-butyldimethylsilyl)oxy)methyl)tetrahydrofuran-2-yl)-6-chloro-9H-purine [Si](C)(C)(C(C)(C)C)O[C@H]1C[C@@H](O[C@@H]1CO[Si](C)(C)C(C)(C)C)N1C2=NC=NC(=C2N=C1)Cl